3-(4-bromo-1H-pyrazol-1-yl)bicyclo[1.1.1]pentane BrC=1C=NN(C1)C12CC(C1)C2